[N+](=O)([O-])C=1C=C(C=CC1N1CCCCC1)O 3-Nitro-4-(piperidin-1-yl)phenol